IC=1C=NN(C1)C1=NN(C=C1)C1OCCCC1 4-Iodo-1-(1-(tetrahydro-2H-pyran-2-yl)-1H-pyrazol-3-yl)-1H-pyrazol